O[C@@H]1C=2C=CC(=CC2CC[C@H]1[C@@H]1N2C(C3=CC=CC=C13)=CN=C2)C(=O)N (5S,6S)-5-Hydroxy-6-((S)-5H-imidazo[5,1-a]isoindol-5-yl)-5,6,7,8-tetrahydronaphthalen-2-carboxamid